FC1(C(CN(CC1)C(=O)C=1C2=C(N(N1)CC(=O)N1CCN(CC1)C1=C(C(=CC=C1)C)C)CCC2)O)F 2-[3-(4,4-difluoro-3-hydroxy-piperidine-1-carbonyl)-5,6-dihydro-4H-cyclopenta[c]pyrazol-1-yl]-1-[4-(2,3-dimethylphenyl)piperazin-1-yl]ethanone